FS(C=1C=C(C=C(C1)C(F)(F)F)C1=NN(C=N1)\C=C/C(=O)NNC(=O)C1CCC1)(F)(F)(F)F (Z)-N'-(3-(3-(3-(pentafluoro-sulfaneyl)-5-(trifluoromethyl)phenyl)-1H-1,2,4-triazol-1-yl)acryloyl)cyclobutane-carbohydrazide